C(C(C)=C)C=1SC2=C(N1)C=CC=C2 2-methallyl-benzothiazole